phenanthro[9,10-B](1,4)oxazine O1C2=C(N=CC1)C=1C=CC=CC1C1=CC=CC=C12